C(C=C)OC1=C(C(=O)OCC=C)C=CC(=C1OC(C)C)[N+](=O)[O-] allyl 2-(allyloxy)-3-isopropoxy-4-nitrobenzoate